IC=1C=CC=2NC3=CC=C(C=C3C2C1)C#C[Si](C)(C)C 3-iodo-6-((trimethylsilyl)ethynyl)-9H-carbazole